N8-(3,4-dichlorophenyl)-N2-isopropyl-9-(piperidin-4-yl)-9H-purine-2,8-diamine ClC=1C=C(C=CC1Cl)NC=1N(C2=NC(=NC=C2N1)NC(C)C)C1CCNCC1